12-amino-4,7,10-trioxadodecanoate NCCOCCOCCOCCC(=O)[O-]